2,4-dichloro-5-fluoro-benzoyl-vinyl alcohol sodium salt [Na].ClC1=C(C(=O)C=CO)C=C(C(=C1)Cl)F